CC1CC(OC(CC1)C(C)C)=O 4-Methyl-7-(propan-2-yl)oxepan-2-on